ClC1=CC(=CC(=N1)N1C(C2=CC(=CC=C2C1)C1(COC1)CC1=NN=CN1C)=O)CNC1C(CCC1)OC 2-(6-Chloro-4-(((2-methoxycyclopentyl)amino)methyl)pyridin-2-yl)-6-(3-((4-methyl-4H-1,2,4-triazol-3-yl)methyl)oxetan-3-yl)isoindolin-1-one